Cl.FC(OC1=CC=C(C=N1)CN)F (6-(difluoromethoxy)pyridin-3-yl)methylamine hydrochloride